CCCNNCCCCNCCCN1C(C2=C3C(=CC=C2CC1=O)C=CC=C3)=O 2-{3-[4-(3-propylhydrazino)butylamino]propyl}1H-benzisoquinoline-1,3-dione